7-ethyl-7-hydroxy-14-(3-chloropropyl)-10,13-dihydro-11H-[1,3]dioxolano[4,5-g]pyrano[3',4':6,7]indolizino[1,2-b]quinoline-8,11(7H)-dione C(C)C1(C(OCC=2C(N3CC=4C(=NC=5C=C6C(=CC5C4CCCCl)OCO6)C3=CC21)=O)=O)O